C(C)(C)C1=NOC(=N1)N1CCC(CC1)C(C)OC=1SC2=NC(=CC=C2N1)C1=CC=C(C(=O)NCCOC)C=C1 4-(2-(1-(1-(3-isopropyl-1,2,4-oxadiazol-5-yl)piperidin-4-yl)ethoxy)thiazolo[5,4-b]pyridin-5-yl)-N-(2-methoxyethyl)benzamide